NCC=1C=C(C=CC1)C=1C=C(C2=C(C(=CO2)COC2=C(C=CC=C2)CC(=O)O)C1)CNCC(F)(F)F 2-(2-((5-(3-(aminomethyl)phenyl)-7-(((2,2,2-trifluoroethyl)amino)methyl)benzofuran-3-yl)methoxy)phenyl)acetic acid